cyclohexane-1-carboxamide hydrochloride Cl.C1(CCCCC1)C(=O)N